4-(4-(((2-(2,6-dioxopiperidin-3-yl)-6-fluoro-1-oxoisoindolin-5-yl)methyl)(methyl)amino)piperidin-1-yl)-N-(4-methyl-3-((4-(pyridin-3-yl)pyrimidin-2-yl)amino)phenyl)benzamide O=C1NC(CCC1N1C(C2=CC(=C(C=C2C1)CN(C1CCN(CC1)C1=CC=C(C(=O)NC2=CC(=C(C=C2)C)NC2=NC=CC(=N2)C=2C=NC=CC2)C=C1)C)F)=O)=O